4,6-dichloro-2-(pyridin-2-ylmethyl)-2H-pyrazolo[4,3-c]pyridine ClC1=NC(=CC=2C1=CN(N2)CC2=NC=CC=C2)Cl